3-vinyl-1-ethyl-1H-imidazolium C(=C)[N+]1=CN(C=C1)CC